3-(5-(((1S,2S,5S)-2-(cyclohexylamino)-5-fluorocyclohexyl)methyl)-1-oxoisoindolin-2-yl)piperidine-2,6-dione C1(CCCCC1)N[C@@H]1[C@H](C[C@H](CC1)F)CC=1C=C2CN(C(C2=CC1)=O)C1C(NC(CC1)=O)=O